Cl.NC/C(/CN1N=CN(C1=O)CC1=CC=C(S1)C=1C=C2CCC(N(C2=CC1)C)=O)=C\F 6-[5-(1-[(2E)-2-(aminomethyl)-3-fluoroprop-2-en-1-yl]-5-oxo-1,5-dihydro-4H-1,2,4-triazol-4-ylmethyl)thiophen-2-yl]-1-methyl-3,4-dihydroquinolin-2(1H)-one hydrochloride